ClC1=C(C=CC=C1C1=C(C(=NC=C1)Cl)Cl)C1=CC=C(C(=N1)OC)CN(C(OC(C)(C)C)=O)C tert-Butyl ((6-(2-chloro-3-(2,3-dichloropyridin-4-yl)phenyl)-2-methoxypyridin-3-yl)methyl)(methyl)carbamate